(S)-N-methyl-N-(1-phenylethyl)-1,2,3,4-tetrahydroisoquinoline-7-sulfonamide CN(S(=O)(=O)C1=CC=C2CCNCC2=C1)[C@@H](C)C1=CC=CC=C1